C(CCCCCCCCC=CC=CC=CCCC)(=O)O 10,12,14-octadecatrienoic acid